2,6-dichloro-N-((1R,2R,4S)-7-cyano-7-azabicyclo[2.2.1]heptan-2-yl)-4-(imidazo[1,5-a]pyridin-6-yl)benzamide ClC1=C(C(=O)N[C@H]2[C@H]3CC[C@@H](C2)N3C#N)C(=CC(=C1)C=1C=CC=3N(C1)C=NC3)Cl